N-(4-benzylsulfanyl-2-methyl-phenyl)-4-cyclohexyl-5-(trifluoromethyl)pyrimidin-2-amine C(C1=CC=CC=C1)SC1=CC(=C(C=C1)NC1=NC=C(C(=N1)C1CCCCC1)C(F)(F)F)C